CC1CC(OCO1)CO (6-methyl-1,3-dioxan-4-yl)methanol